CN(C)[Sn]I (dimethylamino)iodotin